6-(4-Chlorophenyl)-3-((1R,2S)-2-hydroxycyclohexyl)-8-(pyridin-3-yl)pyrido[3,4-d]pyrimidin-4(3H)-one ClC1=CC=C(C=C1)C1=CC2=C(N=CN(C2=O)[C@H]2[C@H](CCCC2)O)C(=N1)C=1C=NC=CC1